5-(2-chloro-5-(isobutyrylaminomethyl)benzoylamino)-N-(4-(trifluoromethyl)phenyl)-1H-indole-2-carboxamide ClC1=C(C(=O)NC=2C=C3C=C(NC3=CC2)C(=O)NC2=CC=C(C=C2)C(F)(F)F)C=C(C=C1)CNC(C(C)C)=O